C1(=CC=C(C=C1)C[C@H](C[C@H](C(=O)OCC)C)NC(CCC(=O)[O-])=O)C1=CC=CC=C1 4-(((2S,4R)-1-([1,1'-Biphenyl]-4-yl)-5-ethoxy-4-methyl-5-oxopentan-2-yl)amino)-4-oxobutyrat